1,3-bis(4-fluorophenyl)-2,4-dioxo-1,2,3,4-tetrahydropyrimidine-5-carboxamide FC1=CC=C(C=C1)N1C(N(C(C(=C1)C(=O)N)=O)C1=CC=C(C=C1)F)=O